Cl.C1(=CC=CC=C1)C(O)(C1CCNCC1)C1=CC=CC=C1 Diphenyl(4-piperidyl)methanol, hydrochloride